ClC=1C=C(CNC2=NC(=NC=C2C)NC2=CC3=C(B(OC3)O)C=C2)C=CC1 5-((4-((3-chlorobenzyl)amino)-5-methylpyrimidin-2-yl)amino)benzo[c][1,2]oxaborole-1(3H)-ol